1-[(3R)-1-methylpyrrolidin-3-yl]-2-[(5-methyl-2H-tetrazol-2-yl)methyl]-1H-imidazo[4,5-c]quinoline-8-carbonitrile, formate salt C(=O)O.CN1C[C@@H](CC1)N1C(=NC=2C=NC=3C=CC(=CC3C21)C#N)CN2N=C(N=N2)C